C(=O)O.FC1=CC=C(OC2CN(C2)CC2=CC=C(COC3=C4CN(C(C4=CC=C3)=O)C3C(NC(CC3)=O)=O)C=C2)C=C1 3-(4-{4-[3-(4-fluoro-phenoxy)-azetidin-1-ylmethyl]-benzyloxy}-1-oxo-1,3-dihydro-isoindol-2-yl)-piperidine-2,6-dione Formate